BrC=1C(=C(C=2N(C1)C=C(N2)C21COC(C2)(C1)CF)F)OC(C)C 6-bromo-8-fluoro-2-(1-(fluoromethyl)-2-oxabicyclo[2.1.1]hex-4-yl)-7-isopropoxylimidazo[1,2-a]pyridine